C1C[C@@H](NC1)CO (R)-(-)-2-pyrrolidinemethanol